1-(5-METHYL-2-THIENYL)ETHYL ISOCYANIDE CC1=CC=C(S1)C(C)[N+]#[C-]